C(C)(=O)C(C=CC(=O)O)C(C)=O 4-ACETYL-5-OXO-HEX-2-ENOIC ACID